C1(=CC=CC=C1)C(C1=CC(=CC(=C1)OC)OC)S(=O)(=O)C(C1=CC(=CC(=C1)OC)OC)C1=CC=CC=C1 phenyl-(3,5-dimethoxy)benzylsulfone